rac-(2R,4R)-N-{3-[2-(4-chloro-3-fluorophenoxy)acetamido]bicyclo[1.1.1]pentan-1-yl}-6,7-difluoro-4-hydroxy-3,4-dihydro-2H-1-benzopyran-2-carboxamide ClC1=C(C=C(OCC(=O)NC23CC(C2)(C3)NC(=O)[C@@H]3OC2=C([C@@H](C3)O)C=C(C(=C2)F)F)C=C1)F |r|